NC(C[C@H](C(=O)N[C@@H](CN(C(O[C@@]1(C(OCC=2C(N3CC=4C(=NC=5C=CC(=CC5C4CC)O)C3=CC21)=O)=O)CC)=O)C)C)NC(CCCCCCC)=O)=O (S)-4,11-diethyl-9-hydroxy-3,14-dioxo-3,4,12,14-tetrahydro-1H-pyrano[3',4':6,7]indolizino[1,2-b]quinolin-4-yl ((R)-2-((R)-4-amino-2-octanamido-4-oxobutanamido)propyl)(methyl)carbamate